1-(4-cyanobiphenyl-4'-oxy)-6-(4-cyanobiphenyl-4'-yl)hexane C(#N)C1=CC=C(C=C1)C1=CC=C(C=C1)OCCCCCCC1=CC=C(C=C1)C1=CC=C(C=C1)C#N